[3-(2-{5-[(7R)-7-amino-2-azabicyclo[2.2.1]heptane-2-carbonyl]-7-methoxy-1-methyl-1H-1,3-benzodiazol-2-yl}-1-(cyclopropylmethyl)-1H-pyrrolo[2,3-b]pyridin-6-yl)phenyl]methanesulfonamide N[C@H]1C2N(CC1CC2)C(=O)C2=CC1=C(N(C(=N1)C1=CC=3C(=NC(=CC3)C=3C=C(C=CC3)CS(=O)(=O)N)N1CC1CC1)C)C(=C2)OC